COC(CNC(=O)C1=NC=C(C=C1O)C1=CCN(CC1)S(=O)(=O)C1=CC=C(C=C1)C)=O (5-(1-((4-methylphenyl)sulfonyl)-1,2,5,6-tetrahydropyridin-4-yl)-3-hydroxy-pyridine-2-carbonyl)glycine methyl ester